cobalt-manganese acetate C(C)(=O)[O-].[Mn+2].[Co+2].C(C)(=O)[O-].C(C)(=O)[O-].C(C)(=O)[O-]